ClC=1C(=CC=C2N=CC(=NC12)C=1C=NN(C1)CC1(CCC1)O)OC=1C=CC2=C(NC(=N2)C)C1F 1-[(4-{8-chloro-7-[(7-fluoro-2-methyl-1H-1,3-benzodiazol-6-yl)oxy]quinoxalin-2-yl}-1H-pyrazol-1-yl)methyl]cyclobutan-1-ol